BrC=1C=C(C=CC1)C=1N=C(SC1)NC([C@H](COC)NC(=O)C1=CN(C=C1)S(=O)(=O)C)=O N-[(1S)-2-[[4-(3-bromophenyl)thiazol-2-yl]amino]-1-(methoxymethyl)-2-oxo-ethyl]-1-methylsulfonyl-pyrrole-3-carboxamide